1-([1,1'-biphenyl]-4-yl)-2-((5-phenyl-4H-1,2,4-triazol-3-yl)thio)ethan-1-one C1(=CC=C(C=C1)C(CSC1=NN=C(N1)C1=CC=CC=C1)=O)C1=CC=CC=C1